COC(=O)C1=C(C(=CC=C1)C(=O)OC)C=1OC=C(C(C1CC)=O)CC 2,6-Dimethoxycarbonylphenyl-3,5-diethyl-4-pyrone